C1C(CC1)CN1N2C(N=C1)=NC=C2C(=O)O 1-(cyclobut-2-ylmethyl)-1H-imidazo[1,2-b][1,2,4]triazole-6-carboxylic acid